hexadecyl-trimethoxy(ethoxy)silane C(CCCCCCCCCCCCCCC)CO[Si](OCC)(OC)OC